N[C@@H](CCCNC(=O)N)C(=O)O (S)-Citrulline